N-((2-(3-cyanophenyl)thiazol-5-yl)methyl)-11-oxo-10,11-dihydrodibenzo[b,f][1,4]thiazepine-8-carboxamide 5,5-dioxide C(#N)C=1C=C(C=CC1)C=1SC(=CN1)CNC(=O)C1=CC2=C(S(C3=C(C(N2)=O)C=CC=C3)(=O)=O)C=C1